C1=C(C=CC=2C3=CC=CC=C3C=CC12)C1=CC(=CC2=NN(N=C21)C2=CC=C(C=C2)C=2C=NC=CC2)C2=CC=1C=CC3=CC=CC=C3C1C=C2 4,6-bis(phenanthren-2-yl)-2-{4-(pyridin-3-yl)phenyl}-2H-benzotriazole